N-(1-azanylideneethyl)hydroxylamine N=C(C)NO